1-methyl-N-(6-methyl-5-(7-(methylamino)-1,6-naphthyridin-3-yl)pyridin-3-yl)-4,5,6,7-tetrahydro-1H-indazole-3-carboxamide CN1N=C(C=2CCCCC12)C(=O)NC=1C=NC(=C(C1)C=1C=NC2=CC(=NC=C2C1)NC)C